(S)-N-(1-(7-(1-Ethoxyvinyl)quinolin-5-yl)cyclopropyl)-2-methyl-5-((1-methylazetidin-2-yl)methoxy)benzamide C(C)OC(=C)C1=CC(=C2C=CC=NC2=C1)C1(CC1)NC(C1=C(C=CC(=C1)OC[C@H]1N(CC1)C)C)=O